ClC=1C=C(C=CC1)N1C(=NN=C1)CO [4-(3-chlorophenyl)-1,2,4-triazol-3-yl]methanol